5-chloro-N-(5-{[(2s,5r)-2,5-dimethyl-4-(tetrahydro-2H-pyran-4-ylmethyl)piperazin-1-yl]carbonyl}-6,6-dimethyl-1,4,5,6-tetrahydropyrrolo[3,4-c]pyrazol-3-yl)pyridine-2-carboxamide ClC=1C=CC(=NC1)C(=O)NC=1C2=C(NN1)C(N(C2)C(=O)N2[C@H](CN([C@@H](C2)C)CC2CCOCC2)C)(C)C